Diethyl 6,6'-((3,4-dicyano-1,2,5,6-tetrahydrodibenzo[c,g]phenanthrene-8,13-diyl) bis(oxy))dihexanoate C(#N)C1=C(C=2CCC3=C(C2C=2C4=C(CCC12)C=C(C=C4)OCCCCCC(=O)OCC)C=CC(=C3)OCCCCCC(=O)OCC)C#N